7-(2-isopropoxyphenyl)pyrido[4,3-d]pyrimidine C(C)(C)OC1=C(C=CC=C1)C1=CC=2N=CN=CC2C=N1